3-(2,4-Dimethoxybenzyl)-11-(hydroxymethyl)-8,8-dimethyl-7,10-dihydro-8H-pyrano[3'',4'':5',6']pyrido[3',2':4,5]thieno[3,2-d]pyrimidin-4(3H)-one COC1=C(CN2C=NC3=C(C2=O)SC2=C3C(=C3C(=N2)CC(OC3)(C)C)CO)C=CC(=C1)OC